(4-methylpiperazin-1-yl)methanone CN1CCN(CC1)C=O